tert-butyl 4-[[1-[1-[1-[(4-methoxyphenyl)methyl]-2,6-dioxo-3-piperidyl]-3-methyl-2-oxo-benzimidazol-4-yl]-4-piperidyl]methyl]piperidine-1-carboxylate COC1=CC=C(C=C1)CN1C(C(CCC1=O)N1C(N(C2=C1C=CC=C2N2CCC(CC2)CC2CCN(CC2)C(=O)OC(C)(C)C)C)=O)=O